3-ethynyl-2-[(1S)-1-methoxyethyl]pyridine C(#C)C=1C(=NC=CC1)[C@H](C)OC